4-(5-{[5-(2-methoxyethyl)-4H,5H,6H,7H-pyrazolo[1,5-a]pyrazin-2-yl]amino}-1-methyl-6-oxo-1,6-dihydropyridin-3-yl)pyridine-3-carbaldehyde COCCN1CC=2N(CC1)N=C(C2)NC2=CC(=CN(C2=O)C)C2=C(C=NC=C2)C=O